FC(C(=O)O)(F)F.FC(C(=O)O)(F)F.N1N=CC(=C1)NC1=NC(=NC2=CC=C(C=C12)OC1CCCC1)C=1C=C(OCC(=O)NC(C)C)C=CC1 2-(3-(4-((1H-Pyrazol-4-yl)amino)-6-(cyclopentyloxy)quinazolin-2-yl)-phenoxy)-N-isopropylacetamide bis-trifluoroacetic acid salt